(4-amino-1,3-dihydrofuro[3,4-c]quinolin-8-yl)-[(3S)-3-(6-methyl-3-pyridyl)morpholin-4-yl]methanone NC1=NC=2C=CC(=CC2C2=C1COC2)C(=O)N2[C@H](COCC2)C=2C=NC(=CC2)C